ClC1=CC=C(C=C1)C[C@@H](C(=O)O)N(C(=O)OCC1C2=CC=CC=C2C=2C=CC=CC12)CC (2S)-3-(4-chlorophenyl)-2-[ethyl(9H-fluoren-9-ylmethoxycarbonyl)amino]propanoic acid